(2,2,2-trifluoroethyl)cyclohexane-1,4-diamine FC(CC1(CCC(CC1)N)N)(F)F